N-((R)-3,3-difluoro-1-methylpiperidin-4-yl)-6-fluoro-5-(1-((R)-1-fluoropropan-2-yl)-1H-benzo[d][1,2,3]triazol-6-yl)-4-methoxypyrrolo[2,1-f][1,2,4]triazin-2-amine FC1(CN(CC[C@H]1NC1=NN2C(C(=N1)OC)=C(C(=C2)F)C=2C=CC1=C(N(N=N1)[C@@H](CF)C)C2)C)F